FC(C(=O)NC=1C=C2C(=NC=NC2=CC1OC)C=1C(=NN(C1)C)C1=CC=CC=C1)=C 2-fluoro-N-(7-methoxy-4-(1-methyl-3-phenyl-1H-pyrazol-4-yl)quinazolin-6-yl)propenamide